tert-butyl (3-azabicyclo[3.1.0]hex-6-yl)carbamate C12CNCC2C1NC(OC(C)(C)C)=O